C1N(CCC2=CC=CC=C12)CC=1OC=C(C(C1)=O)OCC1=CC=C(C=C1)F 2-[(3,4-dihydro-2(1H)-isoquinolinyl)methyl]-5-[(4-fluorophenyl)methoxy]-4H-pyran-4-one